6-(pyrrolidin-1-yl)-1-benzofuran-2-carboxamide N1(CCCC1)C1=CC2=C(C=C(O2)C(=O)N)C=C1